4-[4-(1,3-benzothiazol-2-ylmethyl)-piperazin-1-yl]-2-isobutyl-N-methyl-5-(2H-tetrazol-5-yl)aniline S1C(=NC2=C1C=CC=C2)CN2CCN(CC2)C2=CC(=C(NC)C=C2C=2N=NNN2)CC(C)C